C1(CCCCC1)NSC=1SC2=C(N1)C=CC=C2 N-cyclohexylbenzothiazole-2-sulfenamide